COC1=CC=2N(C=C1)N=CC2 5-methoxypyrazolo[1,5-a]pyridin